2-Bromo-3-fluoro-6-nitrophenol BrC1=C(C(=CC=C1F)[N+](=O)[O-])O